FC1=CC=C(C=C1)C(N1C[C@@H](N(C[C@@H]1C)C1=CC(N(C=2C=CC(=NC12)C#N)C)=O)C)C1=NC=CC=C1F |&1:13| 8-[(2S,SR)-4-[(4-fluorophenyl)(3-fluoropyridin-2-yl)methyl]-2,5-dimethylpiperazin-1-yl]-5-methyl-6-oxo-5,6-dihydro-1,5-naphthyridine-2-carbonitrile